(3aR,5S,6aS)-hexahydrocyclopenta[c]pyrrole-3a,5(1H)-diol C1NC[C@@]2([C@H]1C[C@@H](C2)O)O